6-chloro-N4-(5-(furan-3-yl)-2-(4-methylpiperazin-1-yl)phenyl)pyrimidine-4,5-diamine ClC1=C(C(=NC=N1)NC1=C(C=CC(=C1)C1=COC=C1)N1CCN(CC1)C)N